2-(3-Hydroxy-1-(2-(trifluoromethyl)pyridin-4-yl)azetidin-3-yl)-1-(4-methoxy-2-methyl-5,7-dihydro-6H-pyrrolo[3,4-d]pyrimidin-6-yl)ethan-1-one OC1(CN(C1)C1=CC(=NC=C1)C(F)(F)F)CC(=O)N1CC=2N=C(N=C(C2C1)OC)C